2-(±)-Ethyl 4-[3-(tert-butylsulfinylamino)oxetan-3-yl]-3-fluoro-benzoate C(C)(C)(C)[S@@](=O)NC1(COC1)C1=C(C=C(C(=O)OCC)C=C1)F |r|